N=1N(N=CC1)C1=NC=C(C=N1)OC1=CC=C(C=C1)C(C)(C)C1=CC=C(OC2CC(C2)NC(OC(C)(C)C)=O)C=C1 tert-butyl ((1r,3r)-3-(4-(2-(4-((2-(2H-1,2,3-triazol-2-yl) pyrimidin-5-yl)oxy)phenyl) propan-2-yl)phenoxy)cyclobutyl)carbamate